(3S)-3-[N-methyl-3-(4-oxocyclohexyl)anilino]piperidine-2,6-dione CN(C1=CC(=CC=C1)C1CCC(CC1)=O)[C@@H]1C(NC(CC1)=O)=O